1-[(8aS)-5-(5-methyl-1H-indazol-4-yl)-8a,9,11,12-tetrahydropyrazino[2',1':3,4][1,4]oxazepino[5,6,7-de]quinazolin-10(8H)-yl]prop-2-en-1-one CC=1C(=C2C=NNC2=CC1)C=1C=C2C3=C(N=CN=C3C1)N1[C@H](CO2)CN(CC1)C(C=C)=O